C(C)OC1=CC=C(C=N1)C1=CC(=CN=N1)C(=O)NCCC=1C(=NC=C(C1)OC)F 6-(6-ethoxypyridin-3-yl)-N-(2-(2-fluoro-5-methoxypyridin-3-yl)ethyl)pyridazine-4-carboxamide